(R)-1-(3,3-Difluoro-4-((4-methoxy-5-(1-(2,2,2-trifluoroethyl)-1H-benzo[d][1,2,3]triazol-6-yl)pyrrolo[2,1-f][1,2,4]triazin-2-yl)amino)piperidin-1-yl)-2-hydroxyethan-1-one FC1(CN(CC[C@H]1NC1=NN2C(C(=N1)OC)=C(C=C2)C=2C=CC1=C(N(N=N1)CC(F)(F)F)C2)C(CO)=O)F